C(C)(C)(C)OC(=O)NC12CC(C1)(C2)CCOC2=NC=CC(=C2)N(C(OC(C)(C)C)=O)C2=CC(=NN2C(C)(C)C)[C@@H]2C[C@@H](CC2)O tert-butyl (2-(2-(3-((tert-butoxycarbonyl)amino)bicyclo[1.1.1]pentan-1-yl)ethoxy)pyridin-4-yl)(1-(tert-butyl)-3-((1S,3R)-3-hydroxycyclopentyl)-1H-pyrazol-5-yl)carbamate